(1-(4-(quinoxalin-2-yl)pyrimidin-2-yl)piperidin-4-yl)methanamine N1=C(C=NC2=CC=CC=C12)C1=NC(=NC=C1)N1CCC(CC1)CN